C(C1=CC=CC=C1)OC(=O)N[C@H](C(=O)OCC1=CC=CC=C1)C(C)=O (2S)-benzyl 2-(benzyloxycarbonylamino)-3-oxo-butyrate